CC=1NC2=C(C=C(C=C2C1)C)CCC 2,5-dimethyl-7-propylindole